COC1(CCN(CC1)C1=CC=C(C(=N1)C)NC1CC2(C1)CC(C2)N)C(F)(F)F N2-(6-(4-methoxy-4-(trifluoromethyl)piperidin-1-yl)-2-methylpyridin-3-yl)spiro[3.3]heptane-2,6-diamine